O1COCC(C1)OC(C=C)=O 1,3-dioxan-5-yl-acrylate